CC1=CC=2N=CNC(C2S1)=O 6-methylthieno[3,2-d]pyrimidin-4(3H)-one